BrC1=CC=C2C(NC(=NC2=C1)[C@@H]1[C@H](C1)C1=CC(=CC=C1)Cl)=O 7-bromo-2-((1S,2S)-2-(3-chlorophenyl)cyclopropyl)quinazolin-4(3H)-one